CC=1C=CC2=C(N=C(O2)C=2C=C(C=CC2)NC(CC2=CC=C(C=C2)C(F)(F)F)=O)C1 N-(3-(5-methylbenzo[d]oxazol-2-yl)phenyl)-2-(4-(trifluoromethyl)phenyl)acetamide